C1(CC1)S(=O)(=O)CC1=CC(=CN=N1)N1CCN(CC1)C(=O)OC(C)(C)C tert-butyl 4-[6-(cyclopropylsulfonylmethyl)pyridazin-4-yl]piperazine-1-carboxylate